COC(CCC=1C=CC=2N(C1)N=CC2N2C(NC(CC2)=O)=O)OC 1-[6-(3,3-dimethoxypropyl)pyrazolo[1,5-a]pyridin-3-yl]-1,3-diazinane-2,4-dione